COC1=C(C=C(C=C1CC(=O)O)CC(=O)O)C1=CC=CC=C1 methoxy-3,5-dicarboxymethyl-1,1'-biphenyl